C1(CC1)N1CCN(CC1)C1CC(C1)NC(=O)C1=CC2=C(N(N=C2C)C2CCC(CC2)(F)F)S1 N-((1r,3r)-3-(4-cyclopropylpiperazin-1-yl)cyclobutyl)-1-(4,4-difluorocyclohexyl)-3-methyl-1H-thieno[2,3-c]pyrazole-5-carboxamide